[N+](=O)([O-])C=1C=CC2=C(C(=CC(O2)=O)NC2=CC=C(C=C2)NS(=O)(=O)C2=CC=C(C=C2)C(F)(F)F)C1 N-(4-((6-nitro-2-oxo-2H-benzopyran-4-yl)amino)phenyl)-4-(trifluoromethyl)benzenesulfonamide